(3S,4S)-4-(4-amino-3-(4-phenoxyphenyl)-1H-pyrazolo[3,4-d]pyrimidin-1-yl)-3-fluoro-[1,4'-bipiperidine]-1'-carboxylate NC1=C2C(=NC=N1)N(N=C2C2=CC=C(C=C2)OC2=CC=CC=C2)[C@@H]2[C@H](CN(CC2)C2CCN(CC2)C(=O)[O-])F